C(C)(C)(C)C1=C(C=CC(=C1)C)O 2-t-butyl-4-methylphenol